2-(2,6-dioxopiperidin-3-yl)-5-((4-(7-fluoroquinolin-4-yl)-3,6-dihydropyridine-1(2H)-yl)methyl)isoindoline-1,3-dione O=C1NC(CCC1N1C(C2=CC=C(C=C2C1=O)CN1CCC(=CC1)C1=CC=NC2=CC(=CC=C12)F)=O)=O